(3S)-3-[4-(2,6-dimethylphenyl)-2-pyridyl]-3-[[(2S)-4-methyl-2-(2-oxo-1-pyridyl)pentanoyl]amino]propanoic acid CC1=C(C(=CC=C1)C)C1=CC(=NC=C1)[C@H](CC(=O)O)NC([C@H](CC(C)C)N1C(C=CC=C1)=O)=O